CN(C(=O)[C@H](C)NC(=O)C1=CC2=C(N(C(=N2)NC=2SC3=C(N2)C=CC(=C3)OC(F)(F)F)C)C=C1)C 1-Methyl-2-(6-trifluoromethoxy-benzothiazol-2-ylamino)-1H-benzoimidazole-5-carboxylic acid ((S)-1-dimethylcarbamoyl-ethyl)-amide